C(C)(=O)NC(OC(C)(C)C)=O tert-butyl N-acetylcarbamate